octahydro-4,7-methanoindenecarboxaldehyde C1(CCC2C3CCC(C12)C3)C=O